N-(5-((5-Chloro-4-(((3R,3aR,6R,6aR)-6-hydroxyhexahydrofuro[3,2-b]furan-3-yl)oxy)pyrimidine-2-yl)amino)-2-(9-methyl-3,9-diazaspiro[5.5]undecan-3-yl)phenyl)acrylamide ClC=1C(=NC(=NC1)NC=1C=CC(=C(C1)NC(C=C)=O)N1CCC2(CC1)CCN(CC2)C)O[C@H]2[C@@H]1[C@H](OC2)[C@@H](CO1)O